(R)-4-((2-methoxyethyl)(methyl)amino)-3-methylbutanoate COCCN(C[C@@H](CC(=O)[O-])C)C